Cl\C(=C/C1=CN=C(N1C)C1=NC(=NC=C1S(=O)(=O)CC)C1=NC=CC=N1)\C(F)(F)F (Z)-4-(5-(2-chloro-3,3,3-trifluoroprop-1-en-1-yl)-1-methyl-1H-imidazol-2-yl)-5-(ethylsulfonyl)-2,2'-bipyrimidine